Tris(pentafluorophenyl)-borane FC1=C(C(=C(C(=C1B(C1=C(C(=C(C(=C1F)F)F)F)F)C1=C(C(=C(C(=C1F)F)F)F)F)F)F)F)F